4-(((3-fluorophenyl)(1H-imidazol-4-yl)methyl)amino)phenol FC=1C=C(C=CC1)C(C=1N=CNC1)NC1=CC=C(C=C1)O